3-((5-chloro-2-((2-(difluoromethoxy)-4-(4-(dimethylamino)piperidin-1-yl)phenyl)amino)pyrimidin-4-yl)amino)thiophene-2-carboxamide ClC=1C(=NC(=NC1)NC1=C(C=C(C=C1)N1CCC(CC1)N(C)C)OC(F)F)NC1=C(SC=C1)C(=O)N